N1(CCOCC1)CCC 3-(morpholinyl)propane